ClC1=CC(=C(C=C1)C1=NC(=CC=2N=C(N(C(C21)=O)C)C)N2C[C@H](OCC2)C=2C=NC=CC2)F (R)-5-(4-chloro-2-fluorophenyl)-2,3-dimethyl-7-(2-(pyridin-3-yl)morpholino)pyrido[4,3-d]pyrimidin-4(3H)-one